2-((tert-Butoxycarbonyl)(8-chloro-1,2,3,5,6,7-hexahydro-s-indacen-4-yl)amino)oxazole-4-carboxylic acid ethyl ester C(C)OC(=O)C=1N=C(OC1)N(C1=C2CCCC2=C(C=2CCCC12)Cl)C(=O)OC(C)(C)C